FC(C(=O)O)(F)F.OC1(CCNCC1)CN1C=NC2=C(C1=O)C=NN2C2=CC=CC=C2 5-((4-Hydroxypiperidin-4-yl)methyl)-1-phenyl-1,5-dihydro-4H-pyrazolo[3,4-d]pyrimidin-4-one trifluoroacetic acid salt